[C@H]1(CCCC2=CC=CC=C12)N (1R)-tetralin-1-amine